NC=1N=C(C2=C(N1)C=CN(C2=O)CC2=CC=C(C=C2)C(=O)N2CCN(CC2)CCO)NCCCC 2-amino-4-(butylamino)-6-(4-(4-(2-hydroxyethyl)piperazine-1-carbonyl)benzyl)pyrido[4,3-d]pyrimidin-5(6H)-one